phenyl-(3-(trifluoromethyl)phenyl)zinc C1(=CC=CC=C1)[Zn]C1=CC(=CC=C1)C(F)(F)F